4-(Bis(4-fluorophenyl)methyl)piperazine-1,3-dicarboxylic acid 1-(tert-butyl) 3-isopropyl ester C(C)(C)OC(=O)C1CN(CCN1C(C1=CC=C(C=C1)F)C1=CC=C(C=C1)F)C(=O)OC(C)(C)C